5-bromo-2-[3-(methylsulfanyl)oxetan-3-yl]pyrimidine BrC=1C=NC(=NC1)C1(COC1)SC